NC(C(C)(C)C1=CC=2N(C=C1)C(=CN2)C2=CC(=C(C(=O)NC1CC1)C(=C2)OC)OC)=O 4-[7-(2-amino-1,1-dimethyl-2-oxo-ethyl)imidazo[1,2-a]pyridin-3-yl]-N-cyclopropyl-2,6-dimethoxy-benzamide